C(C)(C)C=1C=NN2C1N=C(N=C2NCC2N(CCC2)C)OC2CCN(CC2)C 8-Isopropyl-2-((1-methylpiperidin-4-yl)oxy)-N-((1-methylpyrrolidin-2-yl)methyl)pyrazolo[1,5-a][1,3,5]triazin-4-amine